13,13-difluoro-6-(1H-imidazol-5-yl)-5-[3-(trifluoromethyl)-1H-1,2,4-triazol-5-yl]-2,4,7,11-tetraazatricyclo[7.4.0.03,7]trideca-1,3,5,8-tetraene FC1(CNCC2=CN3C(=C(N=C3N=C12)C1=NC(=NN1)C(F)(F)F)C1=CN=CN1)F